BrCCCC(CC(CC(CC(CC(CC(CCCC(OCCCCCCCC)OC(CCCC(CC(CC(CC(CC(CC(CCCBr)C)C)C)C)C)C)OCCCCCCCC)C)C)C)C)C)C 17-bromo-4,6,8,10,12,14-hexamethylheptadecyloctyloxymethyl ether